iodine silver-copper [Cu].[Ag].[I]